FC=1C=CC=C2C=C(C(NC12)=O)NC1=NC(=NC=C1)NC=1C(=NC(=CC1)N1CCC(CC1)(C)O)OC 8-fluoro-3-{2-[6-(4-hydroxy-4-methyl-1-piperidyl)-2-methoxy-3-pyridylamino]-4-pyrimidinylamino}-1,2-dihydro-2-quinolinone